OC=1C=C2C(C(NC2=CC1)=O)=O 5-Hydroxyindole-2,3-dione